C(CC)N(S(=O)(=O)C1=CC=CC=C1)CCC N,N-dipropylbenzenesulfonamide